BrC1=C(C=NN1CC)CC1=CC(=NN1)C(F)(F)F 5-((5-bromo-1-ethyl-1H-pyrazol-4-yl)methyl)-3-(trifluoromethyl)-1H-pyrazol